C(C)(C)(C)OC(=O)N1CC(C(CC1)C1=CC=C(C=C1)N)(F)F.BrCC1=CC(=CC(=C1)OC)OC 1-(bromomethyl)-3,5-dimethoxybenzene tert-butyl-4-(4-aminophenyl)-3,3-difluoro-piperidine-1-carboxylate